3-[5-(3,3-Difluoro-4-piperidyl)-3-methyl-2-oxo-benzimidazol-1-yl]piperidine-2,6-dione FC1(CNCCC1C1=CC2=C(N(C(N2C)=O)C2C(NC(CC2)=O)=O)C=C1)F